O1C(=NN=C1)C1=NC=C(C=C1N)S(=O)(=O)C1=CC=C(C=C1)OC(F)(F)F 2-(1,3,4-Oxadiazol-2-yl)-5-[4-(trifluoromethoxy)benzene-1-sulfonyl]pyridin-3-amine